(R)-6,10,14-trimethylpentadec-5-en-2-one CC(=CCCC(C)=O)CCC[C@@H](CCCC(C)C)C